(S)-3-methyl-3-(5-(3-((4-(trifluoromethyl)phenyl)amino)pyridin-2-yl)-1,3,4-thiadiazol-2-yl)pyrrolidine-2-thione C[C@@]1(C(NCC1)=S)C=1SC(=NN1)C1=NC=CC=C1NC1=CC=C(C=C1)C(F)(F)F